2,4,5-Trifluorobenzoyl chloride FC1=C(C(=O)Cl)C=C(C(=C1)F)F